O1CCN(CC1)CC1=CC=C(C=C1)C#CC1=CC=C(C=C1)C1=CC(=NO1)CN1N=CN=C1C(C)O 1-(1-((5-(4-((4-(morpholino-methyl)phenyl)ethynyl)phenyl)isoxazol-3-yl)methyl)-1H-1,2,4-triazol-5-yl)ethan-1-ol